NC=1C(=NC=C(C1Cl)Br)C(=O)N 3-amino-5-bromo-4-chloropyridineamide